[Co]=O.[Li].[Li] lithium-Lithium Cobalt Oxide